C(C)(C)(C)OC(NC(C(=O)NCC1=NC=CC=C1SC(C)C)(C)C)=O (1-(((3-(isopropylsulfanyl)pyridin-2-yl)methyl)amino)-2-methyl-1-oxoprop-2-yl)carbamic acid tert-butyl ester